2-ethyl-3,5,6-trimethyl-4-propoxyphenol C(C)C1=C(C(=C(C(=C1C)OCCC)C)C)O